5-((4-fluorobenzyl)oxy)-4-formyl-1,3-phenylene bis(4-methylbenzene-sulfonate) CC1=CC=C(C=C1)S(=O)(=O)OC1=CC(=C(C(=C1)OCC1=CC=C(C=C1)F)C=O)OS(=O)(=O)C1=CC=C(C=C1)C